C(=C)[SiH](O[SiH](C)C=C)C 1,3-divinyl-1,3-dimethyl-disiloxane